NC1=C(C=C(C(=C1)Br)F)SC[C@@H](C(=O)O)NC(=O)OC(C)(C)C (2R)-3-(2-amino-4-bromo-5-fluoro-phenyl)thio-2-(tert-butoxycarbonylamino)propionic acid